[SiH2]1C=CC=C1O silol-5-ol